methyl 4-isocyanatocyclohexane-1-carboxylate N(=C=O)C1CCC(CC1)C(=O)OC